FC=1C(=C(C(=C(C1)N=[N+]=[N-])F)F)F tetrafluoro-phenyl azide